(E)-4-(Dimethylamino)-N-(2-hydroxyethyl)-N-(isoindolin-4-yl)but-2-enamide dihydrochloride Cl.Cl.CN(C/C=C/C(=O)N(C1=C2CNCC2=CC=C1)CCO)C